3-{3-bromo-4-[(7-oxo-5,6,7,8-tetrahydro-1,8-naphthyridin-4-yl)amino]phenyl}-1-[5-(trifluoromethyl)-3-pyridinyl]-2,4-imidazolidinedione BrC=1C=C(C=CC1NC1=CC=NC=2NC(CCC12)=O)N1C(N(CC1=O)C=1C=NC=C(C1)C(F)(F)F)=O